methyl 2-(3-bromo-6-chloro-2-methylphenyl)acetate BrC=1C(=C(C(=CC1)Cl)CC(=O)OC)C